(R)-2-Amino-7,8,8-trimethyl-7,8-dihydro-5H-pyrano[4,3-b]pyridin-5-one NC1=CC=C2C(=N1)C([C@H](OC2=O)C)(C)C